N1=C(C=CC=C1)SC=1C=2N(C(=NC1)N1CCC3(CCC[C@H]3N)CC1)C=CN2 (R)-8-(8-(pyridin-2-ylthio)imidazo[1,2-c]pyrimidin-5-yl)-8-azaspiro[4.5]decan-1-amine